BrC1=C(SC=2N=CN=C(C21)O[C@@H](C(=O)OCC)CC2=C(C=CC(=C2)C=O)OCC2=NC(=NC=C2)C2=C(C=CC=C2)OC)C2=CC=C(C=C2)F (R)-ethyl 2-((5-bromo-6-(4-fluorophenyl)thieno[2,3-d]pyrimidin-4-yl)oxy)-3-(5-formyl-2-((2-(2-methoxyphenyl)pyrimidin-4-yl)methoxy)phenyl)propanoate